C12CC(CC(CC1)N2)NC=2SC1=C(C=NC(=C1)C=1C=C(C=3N(C1)C=C(N3)C)F)N2 N-[(3-exo)-8-azabicyclo[3.2.1]oct-3-yl]-6-(8-fluoro-2-methylimidazo[1,2-a]pyridin-6-yl)[1,3]thiazolo[4,5-c]pyridin-2-amine